BrC1=CC=C(C(=N1)C[C@@H](C1=C(C=CC=C1)C1=NOC2=C1C=CC(=C2)Br)N[S@@](=O)C(C)(C)C)C (S)-N-{(S)-2-[6-bromo-3-methylpyridine-2-yl]-1-[2-(6-bromobenzo[d]isoxazol-3-yl)phenyl]ethyl}-2-methylpropane-2-sulfinamide